2,4,6-trimethylbenzoyl-phenyl-2-(2-hydroxy-phenyl)-2-hydroxy-1-propanone CC1=C(C(=O)CC(C(=O)C2=CC=CC=C2)(O)C2=C(C=CC=C2)O)C(=CC(=C1)C)C